C(C)(C)(C)C1CCC(CC1)C/C(/C(=O)O)=C\C(=O)O.C1(CCCCC1)OC1=CC=C(C=N1)N1C2=C(OCC1)C=NC(=N2)CO (8-(6-(Cyclohexyloxy)pyridin-3-yl)-7,8-dihydro-6H-pyrimido[5,4-b][1,4]oxazin-2-yl)methanol (4-tert-butylcyclohexyl)methyl-fumarate